ureidoacrylic acid C(=C\NC(=O)N)\C(=O)O